potassium erythronic acid O=C([C@H](O)[C@H](O)CO)O.[K]